OC(COC(=O)C=1C=2C(C(=COC2C=C(C1O)O)C1=CN(C2=CC(=C(C=C2C1=O)O)O)C)=O)CO 3-(6,7-dihydroxy-1-methyl-4-oxo-1,4-dihydroquinolin-3-yl)-6,7-dihydroxy-4-oxo-4H-chromene-5-carboxylic acid 2,3-dihydroxypropyl ester